CC1(C(CCC2(C(NC3=CC=CC=C23)=O)C1)=O)C 5,5-dimethyl-2',4-dioxospiro[cyclohexane-1,3'-indolin]